ClC=1C(=C(C(=CC1)F)[C@@H](NC(=O)C1CC2(C1)N(C(N(C2=O)CC2=CC=C(C=C2)OC)=O)CCO)C2CCCC2)F N-((S)-(3-chloro-2,6-difluorophenyl)(cyclopentyl)methyl)-5-(2-hydroxyethyl)-7-(4-methoxybenzyl)-6,8-dioxo-5,7-diazaspiro[3.4]octane-2-carboxamide